C(CC=C)N1S(C2=C(C1=O)C=CC=C2)(=O)=O 2-but-3-enyl-1,1-dioxo-1,2-benzothiazol-3-one